CNS(=O)(=O)C1=CC(=C(C=C1)OC1=CC=C(C=C1)C(F)(F)F)C1=CN=C2N1C=CC=C2C N-methyl-3-(8-methylimidazo[1,2-a]pyridin-3-yl)-4-(4-(trifluoromethyl)phenoxy)benzenesulfonamide